FC(OC=1C=CC(=NC1)C=O)F 5-Difluoromethoxy-2-pyridineformaldehyde